dipentyl 3-methyl-9-oxo-2,4-bis(2-pyridyl)-7-[(2-pyridyl)methyl]-3,7-diazabicyclo[3.3.1]nonane-1,5-dicarboxylate CN1C(C2(CN(CC(C1C1=NC=CC=C1)(C2=O)C(=O)OCCCCC)CC2=NC=CC=C2)C(=O)OCCCCC)C2=NC=CC=C2